C1(=CC=CC=C1)COC(=O)N1C(C2(C[C@H]1C)NC(COC2)=O)CC=2C(=C(C=CC2)C2=C(C=CC=C2)OCCCC(=O)OC(C)(C)C)F (3R)-1-({2'-[4-(tert-butoxy)-4-oxobutoxy]-2-fluoro-[1,1'-biphenyl]-3-yl}methyl)-3-methyl-7-oxo-9-oxa-2,6-diazaspiro[4.5]decane-2-carboxylic acid phenylmethyl ester